[2-[4-(tert-butoxycarbonylamino)-1-piperidyl]pyrimidin-5-yl]boronic acid C(C)(C)(C)OC(=O)NC1CCN(CC1)C1=NC=C(C=N1)B(O)O